diethylenglycol C(COCCO)O